BrC1(C(C(=O)N)C=CC(=C1NC(C1=CC=C(C=C1)F)=O)C1=C(C=CC=C1C(F)(F)F)C(C(F)(F)F)(C(F)(F)F)F)F 2-Bromo-4-[1,2,2,2-tetrafluoro-1-(trifluoromethyl)ethyl-6-(trifluoromethyl)phenyl]-2-fluoro-3-[(4-fluorobenzoyl)amino]-benzamide